ClC1=C(C=C(OCC(=O)NC23C[C@@H](C(CC2)(CC3)NC(COC3=CC(=NC(=C3)C)C)=O)O)C=C1)F 2-(4-chloro-3-fluorophenoxy)-N-[(3S)-4-{2-[(2,6-dimethylpyridin-4-yl)oxy]acetamido}-3-hydroxybicyclo[2.2.2]octan-1-yl]acetamide